COC(=O)[C@@]1([C@@H](C1)CC=O)NC(=O)OC(C)(C)C (1R,2S)-1-((tert-Butoxycarbonyl)amino)-2-(2-oxoethyl)cyclopropanecarboxylic acid methyl ester